ethyl 1-(3-fluoropyridin-4-yl)-5-(trifluoromethyl)-1H-pyrazole-4-carboxylate FC=1C=NC=CC1N1N=CC(=C1C(F)(F)F)C(=O)OCC